methyl-2-(4-{4-[3-(6-methylpyridin-2-yl)-1H-pyrazol-4-yl]pyridin-2-yl}phenoxy)ethan-1-amine CC(COC1=CC=C(C=C1)C1=NC=CC(=C1)C=1C(=NNC1)C1=NC(=CC=C1)C)N